N1=C(C=CC=C1)O[C@@H]1CC[C@H](CC1)C1=NN=C2N1C1=C(CCC2)C=C(C=C1)C(F)(F)F 1-[trans-4-(pyridin-2-yloxy)cyclohexyl]-8-(trifluoromethyl)-5,6-dihydro-4H-[1,2,4]triazolo[4,3-a][1]benzazepin